OCCC#CC=1C=C(C(=O)N([C@H]2CNCCC2)C2=NC=CC3=CC=CC(=C23)C)C=CC1 (R)-3-(4-hydroxybut-1-yn-1-yl)-N-(8-methylisoquinolin-1-yl)-N-(piperidin-3-yl)benzamide